ClC=1C(=C2C=NNC2=C(C1F)C1CC1)C=1N=CC=2N(C1)C=C(N2)NC(=O)C2C(C2)F N-(6-(5-chloro-7-cyclopropyl-6-fluoro-1H-indazol-4-yl)imidazo[1,2-a]pyrazin-2-yl)-2-fluorocyclopropane-1-carboxamide